[Si](C)(C)(C(C)(C)C)OC1CC=C(CC1)C1=CC=C2C(=N1)SC(=N2)NC(=O)C=2C=NC(=CC2C2=CC(=NC=C2OC)Cl)C N-(5-(4-((tert-butyldimethylsilyl)oxy)cyclohex-1-en-1-yl)thiazolo[5,4-b]pyridin-2-yl)-2'-chloro-5'-methoxy-6-methyl-[4,4'-bipyridine]-3-carboxamide